methyl 5-((4-bromo-6-fluoro-1H-indol-5-yl)oxy)pyridazine-3-carbimidothioate BrC1=C2C=CNC2=CC(=C1OC=1C=C(N=NC1)C(=N)SC)F